[Si](C)(C)(C(C)(C)C)OCCCC(C)N1CCC2(CCN(CC2)C(CO)CO)CC1 2-(9-(5-((tert-butyldimethylsilyl)oxy)pentan-2-yl)-3,9-diazaspiro[5.5]undecan-3-yl)propane-1,3-diol